CC(CCCCC(=O)O)CC 6-methyl-n-octanoic acid